The molecule is a chlorophenoxyacetate anion that is the conjugate base of (2,4-dichlorophenoxy)acetic acid, obtained by deprotonation of the carboxy group. It is a conjugate base of a 2,4-D. C1=CC(=C(C=C1Cl)Cl)OCC(=O)[O-]